FC1(CCN(CC1)C(CCCCCC(=O)NC1=CC(=CC=C1)NC1C(NC(CC1)=O)=O)=O)F 7-(4,4-difluoropiperidin-1-yl)-N-(3-((2,6-dioxopiperidin-3-yl)amino)phenyl)-7-oxoheptanamide